C1(CC1)C(=CC=O)C 3-cyclopropyl-2-butene-1-one